C(C)(C)(C)OC(=O)N([C@H](C[C@@H](O)C=1SC=C(N1)C(=O)N[C@H](C[C@@H](C(=O)OCC=C)C)CC1=CC=CC=C1)C(C)C)C (2S,4R)-allyl 4-(2-((1R,3R)-3-((tert-butoxycarbonyl)(methyl)amino)-1-hydroxy-4-methylpentyl)thiazole-4-carboxamido)-2-methyl-5-phenylpentanoate